tert-butyl (4S)-4-[6-(1-methylpyrazol-4-yl)pyrazolo[1,5-a]pyrazin-4-yl]oxyazepane-1-carboxylate CN1N=CC(=C1)C=1N=C(C=2N(C1)N=CC2)O[C@@H]2CCN(CCC2)C(=O)OC(C)(C)C